4-(Benzoxazol-2-yl)-1-phenylpyridin-1-ium tetrafluoroborate F[B-](F)(F)F.O1C(=NC2=C1C=CC=C2)C2=CC=[N+](C=C2)C2=CC=CC=C2